FC1=C(C=CC(=C1)F)C1=NN(C=C1)C 3-(2,4-difluorophenyl)-1-methyl-1H-pyrazole